BrC1=CC=C(COC2=NN=C(S2)NC(C2=C(N=C(C=C2)C#N)N2CC(NCC2)=O)=O)C=C1 N-(5-((4-bromobenzyl)oxy)-1,3,4-thiadiazol-2-yl)-6-cyano-2-(3-oxopiperazin-1-yl)nicotinamide